butyl 4-methyl-7-((6-(trifluoromethyl)pyridin-3-yl)oxy)-3,4-dihydroisoquinoline-2(1H)-carboxylate CC1CN(CC2=CC(=CC=C12)OC=1C=NC(=CC1)C(F)(F)F)C(=O)OCCCC